tert-butyl [(2R)-1-({6-[2-hydroxy-4-(trifluoromethyl)phenyl]-5-methyl-1,2,4-triazin-3-yl}amino)propan-2-yl]carbamate OC1=C(C=CC(=C1)C(F)(F)F)C1=C(N=C(N=N1)NC[C@@H](C)NC(OC(C)(C)C)=O)C